N1=C(C=CC=C1)C1=NC(=C(N=C1C1=NC=CC=C1)C1=NC=CC=C1)C1=NC=CC=C1 2,3,5,6-tetrakis(2-pyridyl)pyrazine